4-(4-cyclopropyl-3-oxobutyryl)-2-fluoro-N,N-bis(4-methoxybenzyl)benzenesulfonamide C1(CC1)CC(CC(=O)C1=CC(=C(C=C1)S(=O)(=O)N(CC1=CC=C(C=C1)OC)CC1=CC=C(C=C1)OC)F)=O